1-Bromo-3,4-dichloro-6,7,8,9-tetrahydropyrido[1,2-a]indol-9-amine BrC1=C2C=C3N(C2=C(C(=C1)Cl)Cl)CCCC3N